2,4-bis(trichloromethyl)-6-[2-(3,5-dimethoxyphenyl)vinyl]-s-triazine ClC(C1=NC(=NC(=N1)C(Cl)(Cl)Cl)C=CC1=CC(=CC(=C1)OC)OC)(Cl)Cl